NC1=NNC2=CC(=CC=C12)N1CCN(CC1)C(=O)OCC1=CC=CC=C1 Benzyl 4-(3-amino-1H-indazol-6-yl)piperazine-1-carboxylate